CC=1N=C(SC1C)C(=O)NN 4,5-dimethylthiazole-2-carbohydrazide